NC1=C(SC2=NC(=CC=C21)C)C(=O)N[C@H]2COC1=C(C2)C=CC(=C1)N1C[C@H]([C@H](C1)C(F)F)N 3-amino-N-[(3R)-7-[(3S,4S)-3-amino-4-(difluoromethyl)pyrrolidin-1-yl]-3,4-dihydro-2H-1-benzopyran-3-yl]-6-methylthieno[2,3-b]pyridine-2-carboxamide